FC(C=1C(=C(C=CC1)C1=C(C(=CC=C1)C[C@@H]1C=2C(N(C=NC2CC[C@@H]1NS(=O)(=O)C)C(C)C)=O)F)F)F |o1:15,24| rel-N-[(5R,6S)-5-{[3'-(difluoromethyl)-2,2'-difluoro[1,1'-biphenyl]-3-yl]methyl}-4-oxo-3-(propan-2-yl)-3,4,5,6,7,8-hexahydroquinazolin-6-yl]methanesulfonamide